C([C@@H]1[C@H]([C@@H]([C@H]([C@@H](O1)O)O)O[C@H]2[C@@H]([C@H]([C@@H]([C@H](O2)CO)O)O[C@H]3[C@@H]([C@H]([C@@H]([C@H](O3)CO)O)O[C@H]4[C@@H]([C@H]([C@@H]([C@H](O4)CO)O)O[C@H]5[C@@H]([C@H]([C@@H]([C@H](O5)CO)O)O)O)O)O)O)O)O The molecule is a (1->3)-beta-D-glucan consisting of five D-glucosyl residues linked in a linear sequence. It has a role as an epitope.